(4-(3-(4-hydroxyphenyl)acryloyl)phenyl)-4-methylbenzenesulfonamide OC1=CC=C(C=C1)C=CC(=O)C1=CC=C(C=C1)C1=C(C=CC(=C1)C)S(=O)(=O)N